rac-N-{[2,5-dioxo-4-(pyridin-4-yl)imidazolidin-4-yl]methyl}-2-(4-fluorophenyl)-2H-1,2,3-triazole-4-carboxamide O=C1NC([C@@](N1)(C1=CC=NC=C1)CNC(=O)C1=NN(N=C1)C1=CC=C(C=C1)F)=O |r|